5-(((trans-3-(4-(5-chloro-6-methylpyridin-2-yl)-3-cyclopropyl-1H-pyrazol-1-yl)cyclobutyl)methyl)amino)-2-(2,6-dioxopiperidin-3-yl)isoindoline-1,3-dione ClC=1C=CC(=NC1C)C=1C(=NN(C1)[C@@H]1C[C@H](C1)CNC=1C=C2C(N(C(C2=CC1)=O)C1C(NC(CC1)=O)=O)=O)C1CC1